(4-cyano-4-(trifluoromethyl)cyclohexyl)-2-methylpropane-2-sulfinamide C(#N)C1(CCC(CC1)CC(C)(S(=O)N)C)C(F)(F)F